methyl (1-(4-(chloromethyl)-2-methoxybenzyl)-7-hydroxy-1H-pyrazolo[4,3-d]pyrimidin-5-yl)carbamate ClCC1=CC(=C(CN2N=CC=3N=C(N=C(C32)O)NC(OC)=O)C=C1)OC